2-methyl-6-(4-methyl-1H-imidazol-2-yl)pyridine CC1=NC(=CC=C1)C=1NC=C(N1)C